Non-8-yn-1-yl 4-methylbenzenesulfonate CC1=CC=C(C=C1)S(=O)(=O)OCCCCCCCC#C